COC=1C(=C2C=CNC2=C(C1)C)CN1[C@@H](CC2(CC3(CC3)C2)CC1)C1=CC=C(C(=O)O)C=C1 (S)-4-(8-((5-methoxy-7-methyl-1H-indol-4-yl)methyl)-8-azadispiro[2.1.55.13]Undec-7-yl)benzoic acid